5-[4-(4-methylpiperazin-1-yl)phenyl]-3-(pyridin-4-yl)pyrrolo[2,3-b]pyridine CN1CCN(CC1)C1=CC=C(C=C1)C=1C=C2C(=NC1)NC=C2C2=CC=NC=C2